[6-(1-Ethenesulfonyl-piperidin-4-yl)-2-ethyl-imidazo[1,2-a]pyridin-3-yl]-[4-(4-fluoro-phenyl)-thiazol-2-yl]-methyl-amine C(=C)S(=O)(=O)N1CCC(CC1)C=1C=CC=2N(C1)C(=C(N2)CC)N(C)C=2SC=C(N2)C2=CC=C(C=C2)F